ClC1=NC=C(C=C1C(=O)NC1=C(C=C(C=C1)C#N)F)OC[C@H](C)NS(=O)(=O)C(F)(F)F 2-chloro-N-(4-cyano-2-fluoro-phenyl)-5-[(2S)-2-(trifluoromethylsulfonylamino)propoxy]pyridine-3-carboxamide